NC1=C(C(=O)NCCN2C(NC(CC2)=O)=O)C=CC(=C1)Cl 2-amino-4-chloro-N-(2-(2,4-dioxotetrahydropyrimidin-1(2H)-yl)ethyl)benzamide